3-methyl-5-(N-(2,6-dichlorobenzyl)-N-phenethylsulfamoyl)benzofuran-2-carboxylic acid CC1=C(OC2=C1C=C(C=C2)S(N(CCC2=CC=CC=C2)CC2=C(C=CC=C2Cl)Cl)(=O)=O)C(=O)O